6-bromo-2-(3-fluoro-4-methoxyphenyl)-1,4-dimethyl-1H-benzo[d]imidazole BrC=1C=C(C2=C(N(C(=N2)C2=CC(=C(C=C2)OC)F)C)C1)C